2-{[2-({4-[1-(hexahydropyridin-4-yl)pyrazol-4-yl]phenyl}amino)-5-(trifluoromethyl)pyrimidin-4-yl]amino}-N-methylbenzamide N1CCC(CC1)N1N=CC(=C1)C1=CC=C(C=C1)NC1=NC=C(C(=N1)NC1=C(C(=O)NC)C=CC=C1)C(F)(F)F